4'-acetyl-4-acetoxybiphenyl C(C)(=O)C1=CC=C(C=C1)C1=CC=C(C=C1)OC(C)=O